CC=1C=C(C=CC1C)C=1C=C(NC1)C(=O)C1=CC(=C(C(=C1)OC)OC)OC [4-(3,4-dimethylphenyl)-1H-pyrrol-2-yl](3,4,5-trimethoxyphenyl)methanone